COC1=C(C=C(C=C1)OC1=CC=C(C=C1)C(F)(F)F)NC(=O)[C@H]1N(CCC1)C(COC)=O (S)-N-(2-methoxy-5-(4-(trifluoromethyl)phenoxy)phenyl)-1-(2-methoxyacetyl)pyrrolidine-2-carboxamide